NC=1N=C(NC1)OB(O)O (4-aminoimidazol-2-yl)boric acid